4,5-dihydroxymethylimidazole OCC=1N=CNC1CO